CC1(CCOCC1)N tetrahydro-4-methyl-2H-pyran-4-amine